3-[[3-(3,5-difluorophenyl)-5-methyl-4H-isoxazole-5-carbonyl] amino] tetrahydrofuran-3-carboxylate O1CC(CC1)C(=O)ONC(=O)C1(CC(=NO1)C1=CC(=CC(=C1)F)F)C